1-benzyl-4-ethynyl-3-((6-methoxy-1H-indol-3-yl)methyl)piperidin-4-ol C(C1=CC=CC=C1)N1CC(C(CC1)(O)C#C)CC1=CNC2=CC(=CC=C12)OC